C1(C=CC=C1)[Ti](C1=C(C(=CC=C1F)NC(CCCC)=O)F)(C1=C(C(=CC=C1F)NC(CCCC)=O)F)C1C=CC=C1 bis(cyclopentadienyl)bis[2,6-difluoro-3-(N-ethylpropionylamino)phenyl]titanium